(S)-N-(1-([1,1'-biphenyl]-4-yl)-3-((2,2,6,6-tetramethylpiperidin-4-yl)amino)propan-2-yl)cinnamamide C1(=CC=C(C=C1)C[C@@H](CNC1CC(NC(C1)(C)C)(C)C)NC(C=CC1=CC=CC=C1)=O)C1=CC=CC=C1